OC=1C(=C2COCCN2C(C1)=O)C(=O)OCC ethyl 8-hydroxy-6-oxo-1,3,4,6-tetrahydropyrido[2,1-c][1,4]oxazine-9-carboxylate